(2S,4r)-N-[(2-chloro-6-imidazol-1-yl-phenyl)methyl]-1-[(2S)-2-(4-cyclopropyltriazol-1-yl)-3,3-dimethyl-butyryl]-4-hydroxy-pyrrolidine-2-carboxamide ClC1=C(C(=CC=C1)N1C=NC=C1)CNC(=O)[C@H]1N(C[C@@H](C1)O)C([C@H](C(C)(C)C)N1N=NC(=C1)C1CC1)=O